2,3-Bis(ethylsulfanyl)-N-(1-methyl-1H-tetrazol-5-yl)-4-(trifluoromethyl)benzamid C(C)SC1=C(C(=O)NC2=NN=NN2C)C=CC(=C1SCC)C(F)(F)F